C12CN(CC(CC1)N2)C=2C1=C(N=C(N2)OC[C@]23CCCN3C[C@@H](C2)F)C(N(CC1)C=1C=C(C=C2C=CC=C(C12)C#N)O)=O 8-(4-(3,8-Diazabicyclo[3.2.1]octan-3-yl)-2-(((2R,7aS)-2-fluorotetrahydro-1H-pyrrolizin-7a(5H)-yl)methoxy)-8-oxo-5,8-dihydropyrido[3,4-d]pyrimidin-7(6H)-yl)-6-hydroxy-1-naphthonitrile